tertiary butyl-dimethyl-amine C(C)(C)(C)N(C)C